4-(3-(6-(Difluoromethoxy)-1-methyl-1H-indazol-5-yl)-4-fluorophenyl)-7-ethyl-7H-imidazo[4,5-c]pyridazine FC(OC1=C(C=C2C=NN(C2=C1)C)C=1C=C(C=CC1F)C=1C2=C(N=NC1)N(C=N2)CC)F